(E)-2-(((Z)-5-(3-((tert-butyldimethylsilyl)oxy)-2-fluorophenyl)-3-(2-fluorobenzyl)pyrazin-2(1H)-ylidene)amino)-3-(furan-2-yl)acrylic acid [Si](C)(C)(C(C)(C)C)OC=1C(=C(C=CC1)C=1N=C(/C(/NC1)=N/C(/C(=O)O)=C/C=1OC=CC1)CC1=C(C=CC=C1)F)F